3-[3-[1-[[4-[(3R,5R)-5-[(5-bromo-1-methyl-6-oxo-pyridazin-4-yl)amino]-1-methyl-3-piperidyl]phenyl]methyl]azetidin-3-yl]phenyl]piperidine-2,6-dione BrC1=C(C=NN(C1=O)C)N[C@@H]1C[C@@H](CN(C1)C)C1=CC=C(C=C1)CN1CC(C1)C=1C=C(C=CC1)C1C(NC(CC1)=O)=O